FC=1C(=C(C=CC1)[C@@H]1N=C(NC(=C1C(=O)OCC)CN1[C@H]2[C@@H](OCC1)CN(C2)S(=O)(=O)C)C=2SC=CN2)C (S)-(cis)-Ethyl 4-(3-fluoro-2-methylphenyl)-6-((6-(methylsulfonyl) hexahydropyrrolo[3,4-b][1,4]oxazin-4(4aH)-yl) methyl)-2-(thiazol-2-yl)-1,4-dihydropyrimidine-5-carboxylate